3-(6-fluoro-4-methyl-1-oxo-7-(4-(piperidin-4-ylmethyl)piperazin-1-yl)phthalazin-2(1H)-yl)piperidine-2,6-dione FC=1C=C2C(=NN(C(C2=CC1N1CCN(CC1)CC1CCNCC1)=O)C1C(NC(CC1)=O)=O)C